(2R,4S)-4-hydroxy-1-[(2S)-2-[4-[3-hydroxy-3-(2-pyridyl)propyl]triazol-1-yl]-3,3-dimethyl-butanoyl]-N-methyl-pyrrolidine-2-carboxamide O[C@H]1C[C@@H](N(C1)C([C@H](C(C)(C)C)N1N=NC(=C1)CCC(C1=NC=CC=C1)O)=O)C(=O)NC